N-(7-methoxy-5H-chromeno[2,3-c]pyridin-5-yl)-2-oxo-6-(trifluoromethyl)-1,2-dihydropyridine-3-carboxamide COC=1C=C2C(C3=C(C=NC=C3)OC2=CC1)NC(=O)C=1C(NC(=CC1)C(F)(F)F)=O